tert-Butyl (S)-4-(7-(8-ethynylnaphthalen-1-yl)-8-fluoro-2-((1-methylpyrrolidin-2-yl)methoxy)pyrido[4,3-d]pyrimidin-4-yl)piperazine-1-carboxylate C(#C)C=1C=CC=C2C=CC=C(C12)C1=C(C=2N=C(N=C(C2C=N1)N1CCN(CC1)C(=O)OC(C)(C)C)OC[C@H]1N(CCC1)C)F